FC(C1=NN(C(=C1C1=CC=C(C=C1)C)F)C1=CC=C(C=C1)S(=O)(=O)N)(F)F 4-(3-(trifluoromethyl)-5-fluoro-4-(4-tolyl)-1H-pyrazol-1-yl)benzenesulfonamide